ClC1=CC2=C(N(C(N=C2NC2CN(C2)C(=O)OC(C)(C)C)=O)C=2C(=NC=CC2C)C(C)C)N=C1C1=C(C=CC=C1)F tert-butyl 3-((6-chloro-7-(2-fluorophenyl)-1-(2-isopropyl-4-methylpyridin-3-yl)-2-oxo-1,2-dihydropyrido[2,3-d]pyrimidin-4-yl)amino)azetidine-1-carboxylate